FC(C1=NC(=NC(=N1)C(F)(F)F)N1[C@H](C=2NC3=CC=C(C=C3C2CC1)Br)CC(C)C)(F)F (1S)-2-[4,6-bis(trifluoromethyl)-1,3,5-triazin-2-yl]-6-bromo-1-isobutyl-1,3,4,9-tetrahydropyrido[3,4-b]indole